C(C)(C)C1=C(NC2=CC=C(C=C12)C1CCNCC1)C=1C(=C(C(N(N1)C)=O)C)C 6-(3-isopropyl-5-(piperidin-4-yl)-1H-indol-2-yl)-2,4,5-trimethylpyridazin-3(2H)-one